(2-(2,6-Dichlorophenyl)-9-(1-(pyrimidin-4-ylmethyl)-1H-pyrazol-4-yl)imidazo[2,1-f][1,6]naphthyridin-3-yl)methanol ClC1=C(C(=CC=C1)Cl)C=1N=C2C=3C=C(C=NC3C=CN2C1CO)C=1C=NN(C1)CC1=NC=NC=C1